NC1=NC=NN2C1=C(C=C2C=2C(=CC(=C(C(=O)N[C@@H]1CN(C[C@@H]1F)C(C(C)(C)F)=O)C2)Cl)F)CN2CC(C2)(F)F 5-{4-amino-5-[(3,3-difluoroazetidin-1-yl)methyl]pyrrolo[2,1-f][1,2,4]-triazin-7-yl}-2-chloro-4-fluoro-N-[(3R,4S)-4-fluoro-1-(2-fluoro-2-methylpropanoyl)pyrrolidin-3-yl]-benzamide